N1(CC=CC=C1)C=O N-pyridinecarboxaldehyde